phenyl N-(4-chloro-3-cyano-phenyl)carbamate ClC1=C(C=C(C=C1)NC(OC1=CC=CC=C1)=O)C#N